BrC1=C(C=C2C=NC(=NC2=C1F)OC[C@@H]1N(CCC1)N)Cl (2R)-2-[(7-bromo-6-chloro-8-fluoro-quinazolin-2-yl)oxymethyl]pyrrolidin-1-amine